(4'R,7R)-4',5'-dihydro-3'H-spiro[bicyclo[4.2.0]octane-7,2'-furan] O1[C@@]2(CCC1)C1CCCCC1C2